FC(C1=CC=CC(=N1)NC(=O)C1=CC2=CN(N=C2C=C1OC(C)C)CCC(C)(C)O)F N-(6-(difluoromethyl)pyridin-2-yl)-2-(3-hydroxy-3-methylbutyl)-6-isopropoxy-2H-indazole-5-carboxamide